FC(C=1C=C(OC2=C(C=C(COC3OC4CN5C3(CN3C5=CC=NC3=O)C4)C=C2F)F)C=CC1)F (4-(3-(difluoromethyl)phenoxy)-3,5-difluorobenzyloxy)-3,4-dihydro-1H,9H,11H-3,11a-methanopyrimido[6',1':2,3]imidazo[5,1-c][1,4]oxazin-9-one